ClC1=NC=C(C(=N1)N1C=CC2=CC=CC(=C12)SC)C(F)(F)F (2-chloro-5-(trifluoromethyl)pyrimidin-4-yl)-7-(methylthio)-1H-indole